C(#N)C1(CCN(CC1)CC1=NC2=C(N1CC1=CN=CN1CC)C=C(C=C2)C(=O)O)CC2=CC(=NC=C2)COC2=C(C=C(C=C2)Cl)Cl 2-((4-Cyano-4-((2-((2,4-dichlorophenoxy)methyl)pyridin-4-yl)methyl)piperidin-1-yl)methyl)-1-((1-ethyl-1H-imidazol-5-yl)methyl)-1H-benzo[d]imidazole-6-carboxylic acid